5-(6-((1-(4-(1,2-bis(4-hydroxyphenyl)but-1-en-1-yl)phenyl)piperidin-4-yl)methyl)-3,6-diazabicyclo[3.1.1]heptan-3-yl)-2-(2,6-dioxopiperidin-3-yl)isoindoline-1,3-dione OC1=CC=C(C=C1)C(=C(CC)C1=CC=C(C=C1)O)C1=CC=C(C=C1)N1CCC(CC1)CN1C2CN(CC1C2)C=2C=C1C(N(C(C1=CC2)=O)C2C(NC(CC2)=O)=O)=O